(S)-methyl 5-(2,6-difluorophenoxy)-3-((S)-3-methyl-2-(quinoline-2-carboxamido)butanamido)-4-oxopentanoate FC1=C(OCC([C@H](CC(=O)OC)NC([C@H](C(C)C)NC(=O)C2=NC3=CC=CC=C3C=C2)=O)=O)C(=CC=C1)F